ClC1=C2C=CNC2=CC(=C1)Cl 4,6-dichloro-1H-indole